2-methyl-4-(trifluoromethyl)benzaldehyde CC1=C(C=O)C=CC(=C1)C(F)(F)F